C(C1=CC=CC=C1)N1CC(OCCC1)CN1CCC(CC1)C1=CC(=CC=C1)C(F)(F)F 4-benzyl-2-{[4-(3-trifluoromethylphenyl)piperidin-1-yl]methyl}-1,4-oxazepane